NC=1C2=C(N=CN1)N(C=C2F)[C@@H]2O[C@@H]([C@H]([C@H]2O)O)[C@](C)(O)C2=CC(=C(C=C2)F)Cl (2R,3R,4S,5S)-2-(4-amino-5-fluoro-7H-pyrrolo[2,3-d]pyrimidin-7-yl)-5-((R)-1-(3-chloro-4-fluorophenyl)-1-hydroxyethyl)tetrahydrofuran-3,4-diol